Tetradodecyl 3,3',3'',3'''-((((6-((2-(diethylamino)ethyl)amino)-1,3,5-triazine-2,4-diyl)bis(oxy))bis(propane-3,1-diyl))bis(azanetriyl))tetrapropionate C(C)N(CCNC1=NC(=NC(=N1)OCCCN(CCC(=O)OCCCCCCCCCCCC)CCC(=O)OCCCCCCCCCCCC)OCCCN(CCC(=O)OCCCCCCCCCCCC)CCC(=O)OCCCCCCCCCCCC)CC